(7-(3,4-dimethoxyphenyl)pyrazolo[1,5-a]pyridin-3-yl)(piperidin-1-yl)methanone COC=1C=C(C=CC1OC)C1=CC=CC=2N1N=CC2C(=O)N2CCCCC2